ClC1=NC(=NC(=N1)Cl)N1C2=CC=CC=C2C=2C=CC=CC12 9-(4,6-dichloro-[1,3,5]triazin-2-yl)-carbazole